4-(6-hydroxy-5-nitro-2H-indazole-2-yl)piperidine-1-carboxylate OC=1C(=CC2=CN(N=C2C1)C1CCN(CC1)C(=O)[O-])[N+](=O)[O-]